C(C)(C)(C)C1=CC=C(C=C1)S(=O)(=O)C=C 1-(tert-butyl)-4-(vinylsulfonyl)benzene